N-(2,6-difluoro-3-methoxybenzyl)-3-(3,3-difluorocyclobutyl)-1-(4-((5-fluoro-2-oxopyridin-1(2H)yl)methyl)benzyl)-1H-pyrazole-4-carboxamide FC1=C(CNC(=O)C=2C(=NN(C2)CC2=CC=C(C=C2)CN2C(C=CC(=C2)F)=O)C2CC(C2)(F)F)C(=CC=C1OC)F